chloropropyl-tri-n-propoxysilane ClCCC[Si](OCCC)(OCCC)OCCC